(3R)-3,7-dimethyloct-6-enoic acid C[C@@H](CC(=O)O)CCC=C(C)C